5'-chloro-2'-({[(3R)-oxolan-3-yl]amino}methyl)-7',8'-dihydro-6'H-spiro[cyclohexane-1,9'-furo[2,3-f]quinazoline]-7'-one ClC=1C=C2C(=C3C4(NC(NC13)=O)CCCCC4)OC(=C2)CN[C@H]2COCC2